2-(4-acetylphenyl)benzoxazole C(C)(=O)C1=CC=C(C=C1)C=1OC2=C(N1)C=CC=C2